ClC1=C(C=C2NC=3CC(CC(C3C(C2=C1)=O)=O)C=1SC(=CC1)C1=C(C=C(C=C1)C(F)(F)F)F)OC 7-chloro-3-(5-(2-fluoro-4-(trifluoromethyl)phenyl)thiophen-2-yl)-6-methoxy-3,4-dihydroacridine-1,9(2H,10H)-dione